(3R)-3-Amino-5-[(4-chlorophenyl)methyl]-7-[5-(4,4-difluorocyclohexyl)-1,3,4-oxadiazol-2-yl]-8-fluoro-1,1-dioxo-2,3-dihydro-1λ6,5-benzothiazepin-4-one N[C@H]1CS(C2=C(N(C1=O)CC1=CC=C(C=C1)Cl)C=C(C(=C2)F)C=2OC(=NN2)C2CCC(CC2)(F)F)(=O)=O